(R)-3-((5-(4-fluorophenyl)-2-methyl-1,1-dioxido-7-(trifluoromethyl)-3-(3,3,3-trifluoropropyl)-2,3,4,5-tetrahydrobenzo[f][1,2,5]thiadiazepin-8-yl)oxy)-2,2-dimethylpropanoic acid FC1=CC=C(C=C1)N1C[C@H](N(S(C2=C1C=C(C(=C2)OCC(C(=O)O)(C)C)C(F)(F)F)(=O)=O)C)CCC(F)(F)F